5-(3-fluoro-1H-pyrazol-4-yl)-2-{6-[methyl-(1-methylpiperidin-4-yl)amino][1,3]thiazolo[4,5-c]pyridazin-3-yl}phenol FC1=NNC=C1C=1C=CC(=C(C1)O)C1=CC2=C(N=N1)N=C(S2)N(C2CCN(CC2)C)C